FC1(C=2N(CC[C@H](C1)O)N=C1C2CNCC1)F |o1:6| (R*)-11,11-difluoro-2,3,4,7,8,9,10,11-octahydro-1H-pyrido[4',3':3,4]pyrazolo[1,5-a]azepin-9-ol